8-(tert-butyl) 7-methyl (R)-1,4-dioxa-8-azaspiro[4.5]decane-7,8-dicarboxylate O1CCOC12C[C@@H](N(CC2)C(=O)OC(C)(C)C)C(=O)OC